4-methoxy-3-(N-methyl-N-(2-(piperidin-1-yl)-5-(trifluoromethyl)phenyl)sulfamoyl)benzoic acid COC1=C(C=C(C(=O)O)C=C1)S(N(C1=C(C=CC(=C1)C(F)(F)F)N1CCCCC1)C)(=O)=O